(5-(3-((8-chloro-[1,2,4]triazolo[4,3-a]quinazolin-5-yl)(methyl)amino)phenyl)pyridin-2-yl)cyclobutane-1-carbonitrile ClC1=CC=C2C(=NC=3N(C2=C1)C=NN3)N(C=3C=C(C=CC3)C=3C=CC(=NC3)C3(CCC3)C#N)C